7-((2s,5r)-2,5-diethyl-4-(1-(3-methylquinoxalin-6-yl)ethyl)piperazin-1-yl)-4-methyl-2-(tetrahydro-2H-pyran-2-yl)-2,4-dihydro-5H-pyrazolo[4,3-b]pyridin-5-one C(C)[C@@H]1N(C[C@H](N(C1)C(C)C=1C=C2N=C(C=NC2=CC1)C)CC)C=1C=2C(N(C(C1)=O)C)=CN(N2)C2OCCCC2